C(O)C(C(C(C(C(C(CO)(F)F)(F)F)(F)F)(F)F)(F)F)(F)F 1,6-dimethylolPerfluorohexane